C1(CCC1)NC(CNS(=O)(=O)C1=C(C=CC(=C1)OC1=C(C=C(C=C1Cl)N1N=C(C(NC1=O)=O)C(F)F)Cl)O)=O N-cyclobutyl-2-((5-(2,6-dichloro-4-(6-(difluoromethyl)-3,5-dioxo-4,5-dihydro-1,2,4-triazin-2(3H)-yl)phenoxy)-2-hydroxyphenyl)sulfonamido)acetamide